(R)-(3-phenoxypyrrolidin-1-yl)(5-(2,4,5-trifluoro-3-hydroxyphenyl)-1,2,4-oxadiazol-3-yl)methanone tert-butyl-4-((2-(1-methylpyrrolidin-3-yl)ethyl)amino)isoindoline-2-carboxylate C(C)(C)(C)OC(=O)N1CC2=CC=CC(=C2C1)NCCC1CN(CC1)C.O(C1=CC=CC=C1)[C@H]1CN(CC1)C(=O)C1=NOC(=N1)C1=C(C(=C(C(=C1)F)F)O)F